ClC1=C(C=C(C=2C3=C(NC12)CCN([C@@H]3C)C(=O)C3=NC=C(C=N3)OC)SC(F)F)Cl (R)-(6,7-dichloro-9-((difluoromethyl)thio)-1-methyl-1,3,4,5-tetrahydro-2H-pyrido[4,3-b]indol-2-yl)(5-methoxypyrimidin-2-yl)methanone